N-(2-bromo-6-chlorophenyl)-4-methoxy-2-((3-methyl-4-(1-methylpiperidin-3-yl)phenyl)amino)pyrimidine-5-carboxamide BrC1=C(C(=CC=C1)Cl)NC(=O)C=1C(=NC(=NC1)NC1=CC(=C(C=C1)C1CN(CCC1)C)C)OC